mono-octadecyl alcohol C(CCCCCCCCCCCCCCCCC)O